CN(C(OC(C)(C)C)=O)CC1CNCCO1 tert-butyl methyl(morpholin-2-ylmethyl)carbamate